C1(CC1)C=1SC(=CN1)C=1C=C(C=CC1)N(C(=O)[C@@H]1CC[C@H](CC1)C(=O)O)CC12CCC(CC1)(CC2)C=2C=NC(=CC2)N(C)C trans-4-((3-(2-Cyclopropylthiazol-5-yl)phenyl)((4-(6-(dimethylamino)-pyridin-3-yl)bicyclo[2.2.2]octan-1-yl)methyl)carbamoyl)cyclohexane-carboxylic acid